2-((6-(furan-3-yl)-4-methylpyridin-3-yl)amino)-5-methyl-8-(tetrahydro-2H-pyran-4-yl)-5,8-dihydropyrido[2,3-d]pyrimidin-7(6H)-one O1C=C(C=C1)C1=CC(=C(C=N1)NC=1N=CC2=C(N1)N(C(CC2C)=O)C2CCOCC2)C